tert-butyl 4-(3-((2-(tert-butoxy)-1-(3-methyl-2-((1r,4r)-4-(trifluoromethoxy)cyclohexyl)phenyl)-2-oxoethyl)(methyl)amino)-1-(3-chlorophenyl)propyl)-4-fluoropiperidine-1-carboxylate C(C)(C)(C)OC(C(C1=C(C(=CC=C1)C)C1CCC(CC1)OC(F)(F)F)N(CCC(C1=CC(=CC=C1)Cl)C1(CCN(CC1)C(=O)OC(C)(C)C)F)C)=O